2-amino-N-[[(2-[2-chloro-4-[([[2-(2,6-dioxopiperidin-3-yl)-1-oxo-3H-isoindol-5-yl]methyl]-carbamoyl)amino]phenyl]ethyl)sulfanyl]methyl]acetamide NCC(=O)NCSCCC1=C(C=C(C=C1)NC(NCC=1C=C2CN(C(C2=CC1)=O)C1C(NC(CC1)=O)=O)=O)Cl